ClC1=NC=CC(=N1)CNC([O-])=O ((2-chloropyrimidin-4-yl)methyl)carbamate